(S)-N-(1-(2,2-dimethylcyclopropyl)-2-oxo-1,2-dihydropyridin-3-yl)-7-isopropoxy-2-(1-methyl-2-oxabicyclo[2.1.1]hexan-4-yl)imidazo[1,2-a]pyrimidine-6-carboxamide CC1([C@H](C1)N1C(C(=CC=C1)NC(=O)C=1C(=NC=2N(C1)C=C(N2)C21COC(C2)(C1)C)OC(C)C)=O)C